C1(CCC1)[C@H](CO)NC1=NC=C(C(=N1)C1=CNC2=C(C=CC=C12)P(C)(C)=O)C(F)(F)F (R)-(3-(2-((1-Cyclobutyl-2-hydroxyethyl)amino)-5-(trifluoromethyl)pyrimidin-4-yl)-1H-indole-7-yl)dimethylphosphine oxide